2-chloro-1,1,1,3,4,4,4-heptafluorobutene ClC(C(F)(F)F)=C(C(F)(F)F)F